CNC(OC(C)(C)C)=O tert-butyl (methyl)carbamate